[(Benzofuran-4-yl)methyl]amine O1C=CC2=C1C=CC=C2CN